1-[1-[2-(difluoromethoxy)pyridin-4-yl]-2-hydroxyethyl]-3-(3-methylphenyl)urea FC(OC1=NC=CC(=C1)C(CO)NC(=O)NC1=CC(=CC=C1)C)F